6,8-dichloro-N-(4-(chlorodifluoromethoxy)phenyl)quinolin-2-amine ClC=1C=C2C=CC(=NC2=C(C1)Cl)NC1=CC=C(C=C1)OC(F)(F)Cl